(2S,6S)-2,6-dimethyl-morpholine C[C@H]1CNC[C@@H](O1)C